S-((1-(((tert-butyldiphenylsilyl)oxy)methyl)cyclopropyl)methyl) ethanethioate C(C)(SCC1(CC1)CO[Si](C1=CC=CC=C1)(C1=CC=CC=C1)C(C)(C)C)=O